((1r,3R,5S,7r)-3,5-dimethyladamantan-1-yl)-3-(4-(piperidine-1-carbonyl)phenyl)urea C[C@]12CC3(CC(C[C@@](C1)(C3)C)C2)NC(=O)NC2=CC=C(C=C2)C(=O)N2CCCCC2